N-(4-(3,4-dichloro-phenyl)but-3-yn-2-yl)-3-oxo-piperazine-1-carboxamide ClC=1C=C(C=CC1Cl)C#CC(C)NC(=O)N1CC(NCC1)=O